6-(4-nitrophenoxy)-N-trityl-9H-purin-2-amine [N+](=O)([O-])C1=CC=C(OC2=C3N=CNC3=NC(=N2)NC(C2=CC=CC=C2)(C2=CC=CC=C2)C2=CC=CC=C2)C=C1